6-(4-Hydroxyphenyl)-5-(4-(4-isopropylpiperazin-1-yl)phenyl)-7,8-dihydronaphthalene-2-carboxylic acid OC1=CC=C(C=C1)C1=C(C=2C=CC(=CC2CC1)C(=O)O)C1=CC=C(C=C1)N1CCN(CC1)C(C)C